tert-butyl N-[(2R)-3-[(4aR,8aS)-3,4,4a,5,6,7,8,8a-octahydro-2H-quinolin-1-yl]-2-(benzyloxycarbonylamino)-3-oxo-propyl]carbamate N1(CCC[C@H]2CCCC[C@H]12)C([C@@H](CNC(OC(C)(C)C)=O)NC(=O)OCC1=CC=CC=C1)=O